FC1=C(C=C(C=C1)OC=1C(=C2C=CNC2=CC1F)C)C=1NC(=CN1)[C@]1(OC[C@H](C1)O)C=1C=C(C=CC1)C(C(=O)O)C (3-((2r,4s)-2-(2-(2-Fluoro-5-((6-fluoro-4-methyl-1H-indol-5-yl)oxy)phenyl)-1H-imidazol-5-yl)-4-hydroxytetrahydrofuran-2-yl)phenyl)propanoic acid